(3-(2-(4-Fluorobenzyl)-2,6-dihydropyrrolo[3,4-c]pyrazol-5(4H)-yl)phenyl)(piperidin-1-yl)methanone FC1=CC=C(CN2N=C3C(=C2)CN(C3)C=3C=C(C=CC3)C(=O)N3CCCCC3)C=C1